N1=C(C=CC=C1)C=1C(=C(C(=O)N)C=CC1)C1=CC=CC=C1 pyridin-2-yl-(phenyl)benzamide